Cl.COC([C@@H](NC(=O)OCC1=CC=CC=C1)CCCCN)=O ((phenylmethoxy)carbonyl)-L-lysine methyl ester hydrochloride